ClC=1C=CC(=C(C1)C=1C(=C(N(C1)C)C)C(=O)O)CN1CC2=CC=CC(=C2CC1)OCC=C (5-chloro-2-{[5-(prop-2-en-1-yloxy)-3,4-dihydroisoquinolin-2(1H)-yl]methyl}phenyl)-1,2-dimethyl-1H-pyrrole-3-carboxylic acid